BrC1=CC(=NC=C1)OC1CC(C1)OC1CCN(CC1)C1(CC1)C1CCNCC1 4-bromo-2-[3-[[1-[1-(4-piperidyl)cyclopropyl]-4-piperidyl]oxy]cyclobutoxy]pyridine